C1N(CC2=CC=CC=C12)CC1=CC(=NC=C1)NC=1SC2=C(N1)C=CC(=C2)C=2C=NNC2C N-(4-(isoindolin-2-ylmethyl)pyridin-2-yl)-6-(5-methyl-1H-pyrazol-4-yl)benzo[d]thiazol-2-amine